CC1=C(C(=CC=C1)C)C1=NC(=NC(=C1)OC[C@@H](CC1(CC1)C)NCC1=CN=C2C(=N1)N=C(O2)C(C)C)NS(=O)(=O)C=2C=C(C(=O)O)C=CC2 3-[[4-(2,6-Dimethylphenyl)-6-[(2R)-2-[(2-isopropyloxazolo[4,5-b]pyrazin-5-yl)methylamino]-3-(1-methylcyclopropyl)propoxy]pyrimidin-2-yl]sulfamoyl]benzoic acid